CC=1C=C(C=NC1)N1C(N(C2(CC2)C1=O)C(=O)[C@@H]1CC[C@H]2N1C([C@H](CCCC2)NC(OC(C)(C)C)=O)=O)=O tert-butyl ((3S,6S,10aS)-3-(6-(5-methylpyridin-3-yl)-5,7-dioxo-4,6-diazaspiro[2.4]heptane-4-carbonyl)-5-oxodecahydropyrrolo[1,2-a]azocin-6-yl)carbamate